O=C1NC(CCC1C1=NOC2=C1C=CC=C2OC[C@H]2CN(CC2)C(=O)OC(C)(C)C)=O (3R)-tert-butyl 3-(((3-(2,6-dioxopiperidin-3-yl)benzo[d]isoxazol-7-yl)oxy)methyl)pyrrolidine-1-carboxylate